ClC=1C(=C(CN2CC3(CC2(C)C)CCN(CC3)C(=O)OC(C(F)(F)F)C(F)(F)F)C=CC1)N1CCN(CC1)C 1,1,1,3,3,3-hexafluoropropan-2-yl 2-(3-chloro-2-(4-methylpiperazin-1-yl) benzyl)-3,3-dimethyl-2,8-diazaspiro[4.5]decane-8-carboxylate